2-chloro-N-(4-{[6-chloro-2-(trifluoromethyl)quinolin-4-yl]amino}cyclohexyl)-6-fluoro-3-methoxybenzamide ClC1=C(C(=O)NC2CCC(CC2)NC2=CC(=NC3=CC=C(C=C23)Cl)C(F)(F)F)C(=CC=C1OC)F